ClC1=CC=C2C(C(=CN(C2=N1)C1=C(C=C(C=C1F)F)F)C(=O)NC(C(F)(F)F)(C)C)=O 7-chloro-4-oxo-N-(1,1,1-trifluoro-2-methylpropan-2-yl)-1-(2,4,6-trifluorophenyl)-1,4-dihydro-1,8-naphthyridine-3-carboxamide